[Cl-].[Cl-].C(C)C1(C(=C(C(=C1C)C)C)C)[Zr+2]C1C(=CC2=CC=CC=C12)CC (1-ethyl-2,3,4,5-tetramethylcyclopentadienyl)(2-ethylindenyl)zirconium dichloride